2-Oxo-1,2-dihydroquinoline-3-carbaldehyde O=C1NC2=CC=CC=C2C=C1C=O